1-(N-Tosyl-indol-3-yl)-3-(trimethylsilyl)prop-2-yn-1-one S(=O)(=O)(C1=CC=C(C)C=C1)N1C=C(C2=CC=CC=C12)C(C#C[Si](C)(C)C)=O